FC(OCC1(CCC2(OCCO2)CC1)C#N)F 8-((difluoromethoxy)methyl)-1,4-dioxaspiro[4.5]decane-8-carbonitrile